FC1(CCC(CC1)/C=C/C1=NN(C2=NC=C(C=C21)NC(C=C)=O)C)F (E)-N-(3-(2-(4,4-Difluorocyclohexyl)vinyl)-1-methyl-1H-pyrazolo[3,4-b]pyridin-5-yl)acrylamide